methyl 3-(2,6-dichlorophenyl)-5-isopropylisoxazole-4-carboxylate ClC1=C(C(=CC=C1)Cl)C1=NOC(=C1C(=O)OC)C(C)C